N-(6-amino-5-methyl-3-pyridyl)-2-[(2R)-2-[3-(methylamino)phenyl]-1-piperidyl]-2-oxo-acetamide NC1=C(C=C(C=N1)NC(C(=O)N1[C@H](CCCC1)C1=CC(=CC=C1)NC)=O)C